[N+](=O)([O-])C=1C=C2C=3C=C(C=CC3N(C2=CC1)C1=CC=C(C=C1)[N+](=O)[O-])C(CCCCCCC)=O 6-nitro-3-octanoyl-9-(4-nitrophenyl)carbazole